C1(CC1)C=1C=C2CCC(N(C2=CC1NC1=C2C(N(C(C2=CC=C1)=O)C1C(NC(CC1)=O)=O)=O)C)=O 4-((6-cyclopropyl-1-methyl-2-oxo-1,2,3,4-tetrahydroquinolin-7-yl)amino)-2-(2,6-dioxopiperidin-3-yl)isoindoline-1,3-dione